NC1=NC=2C=CC(=CC2C2=C1C=NN2C)C(=O)N(CC=2N=NC(=CC2)C(F)(F)F)CC 4-amino-N-ethyl-1-methyl-N-((6-(trifluoromethyl)-3-pyridazinyl)methyl)-1H-pyrazolo[4,3-c]quinoline-8-carboxamide